C(C1=C(C(=CC2=CC=CC=C12)O)C(=O)O)C1=C(C(=CC2=CC=CC=C12)O)C(=O)O.N1C(=NC2=C1C=CC=C2)C(N2C(C1=CC(=CC=C1C2)C2=CC=C(C=C2)N)=O)C2=C(C=CC(=C2)F)O 2-((1H-benzo[d]imidazol-2-yl)(5-fluoro-2-hydroxyphenyl)methyl)-6-(4-aminophenyl)isoindolin-1-one 4,4'-methylenebis-(2-hydroxy-3-naphthoate)